(R)-2-((1-(2-(4-(4-cyano-2-fluorophenyl)piperazin-1-yl)-3,7-dimethyl-4-oxo-4H-pyrido[1,2-a]pyrimidin-9-yl)ethyl)amino)benzoic acid C(#N)C1=CC(=C(C=C1)N1CCN(CC1)C=1N=C2N(C(C1C)=O)C=C(C=C2[C@@H](C)NC2=C(C(=O)O)C=CC=C2)C)F